(S)-4-((1-ethoxy-1-oxoprop-2-yl)amino)butanoic acid ethyl ester C(C)OC(CCCN[C@H](C(=O)OCC)C)=O